2-Methyl-N-(3-(2-morpholinopropyl)-1,2,4-thiadiazol-5-yl)-5-(3-(trifluoromethyl)phenyl)furan-3-carboxamide CC=1OC(=CC1C(=O)NC1=NC(=NS1)CC(C)N1CCOCC1)C1=CC(=CC=C1)C(F)(F)F